COC1=C(CN2C(C3=CC(=CC=C3C(=C2)C2=C(C=CC=C2)C)C#N)=O)C=CC(=C1)OC 2-(2,4-dimethoxybenzyl)-1-oxo-4-(o-tolyl)-1,2-dihydroisoquinoline-7-carbonitrile